OCC(CCC1(CC1)C)NC(OCC1=CC=CC=C1)=O benzyl N-[1-(hydroxymethyl)-3-(1-methylcyclopropyl)propyl]carbamate